FC1CC(N(C1)C(CC1=NN=CN1C)=O)C(=O)NC(C1=CC=C(C=C1)C(C)C)C1=CC=CC=C1 4-fluoro-1-[2-(4-methyl-4H-1,2,4-triazol-3-yl)acetyl]-N-{phenyl[4-(propan-2-yl)phenyl]methyl}pyrrolidine-2-carboxamide